butyl ((1r,4r)-4-hydroxycyclohexyl)carbamate OC1CCC(CC1)NC(OCCCC)=O